ClC1=CC2=C(SC(=C2)C(=O)OC(C)(C)C)C=C1OC tert-butyl 5-chloro-6-methoxybenzo[b]thiophene-2-carboxylate